N-[4-[4-(4-Cyanophenyl)piperazin-1-yl]-3-methylphenyl]-4-methoxybenzamid C(#N)C1=CC=C(C=C1)N1CCN(CC1)C1=C(C=C(C=C1)NC(C1=CC=C(C=C1)OC)=O)C